(S)-Ethyl 3-(2-methylpyrimidin-5-yl)-3-(3-(5-oxohexyl)azetidin-1-yl)propanoate CC1=NC=C(C=N1)[C@H](CC(=O)OCC)N1CC(C1)CCCCC(C)=O